ClC=1C=CC=C2C=CC=C(C12)C1=C(C=2N=C(N=C(C2C=N1)N(C1CNCC1)C)OC[C@H]1N(CCC1)C)F 7-(8-chloro-1-naphthyl)-8-fluoro-N-methyl-2-[[(2S)-1-methylpyrrolidin-2-yl]methoxy]-N-pyrrolidin-3-yl-pyrido[4,3-d]pyrimidin-4-amine